[O-2].[Sr+2].[Na+] sodium strontium oxide